1-[[2-(Methoxymethyl)-6-(trifluoromethyl)imidazo-[2,1-b][1,3,4]thiadiazol-5-yl]methyl]-3-(2,2,2-trifluoroethyl)-2H-pyrrol-5-on COCC1=NN2C(S1)=NC(=C2CN2CC(=CC2=O)CC(F)(F)F)C(F)(F)F